(2S,4R)-1-(2-(3-acetyl-5-(2-methylpyrazolo[1,5-a]pyrimidin-6-yl)-1H-indazol-1-yl)acetyl)-4-fluoro-N-(2-fluoro-3-methoxyphenyl)pyrrolidine-2-carboxamide C(C)(=O)C1=NN(C2=CC=C(C=C12)C=1C=NC=2N(C1)N=C(C2)C)CC(=O)N2[C@@H](C[C@H](C2)F)C(=O)NC2=C(C(=CC=C2)OC)F